C(=C)P([O-])([O-])=O E-vinylphosphonate